C(=O)(OCC1C2=CC=CC=C2C2=CC=CC=C12)N[C@@H](CCC(N)=O)C(=O)O fmoc-L-Glutamine